1-ethyl-7-fluoro-8-[6-fluoro-1-(2-methoxy-ethyl)-1H-indol-4-yl]-4,4,9-trimethyl-5H-[1,2,4]triazolo[4,3-a]quinoxaline C(C)C1=NN=C2N1C1=C(C(=C(C=C1NC2(C)C)F)C2=C1C=CN(C1=CC(=C2)F)CCOC)C